C(=O)(O)CC(=O)NC1=C(C(=O)O)C=CC=C1 2-(carboxyacetamido)benzoic acid